4-hydroxy-3-methoxybenzoic acid methyl ester COC(C1=CC(=C(C=C1)O)OC)=O